(S)-3-(2,3-dihydrobenzofuran-6-yl)-3-(3-(2-(5,6,7,8-tetrahydro-1,8-naphthyridin-2-yl)ethyl)azetidine-1-carboxamido)propionic acid O1CCC2=C1C=C(C=C2)[C@H](CC(=O)O)NC(=O)N2CC(C2)CCC2=NC=1NCCCC1C=C2